fluorenyl-zinc C1(=CC=CC=2C3=CC=CC=C3CC12)[Zn]